2-phenyl-4,5-dihydroAzole C1(=CC=CC=C1)C=1NCCC1